C(#N)CC(=O)OC(C(=O)N[C@H](C(=O)OC(C)C)CCC(C=[N+]=[N-])=O)CC1=CNC2=CC=CC=C12 isopropyl (2S)-2-(2-(2-cyanoacetoxy)-3-(1H-indol-3-yl)propanamido)-6-diazo-5-oxohexanoate